C1(CCC1)C(=O)N1[C@H]([C@H](CC1)NS(=O)(=O)CC)CC1=CC(=CC=C1)OC1=CC=CC=C1 N-{cis-1-(cyclobutanecarbonyl)-2-[(3-phenoxyphenyl)methyl]pyrrolidin-3-yl}ethanesulfonamide